ClC1=C(C=CC=C1)C=1N=C(SC1)NC(C1=NC=C(C=C1)N1CCN(CC1)C(=O)[C@@H]1CN(CCC1)C)=O (S)-N-(4-(2-chlorophenyl)thiazol-2-yl)-5-(4-(1-methylpiperidin-3-carbonyl)piperazin-1-yl)picolinamide